BrC=1C(=NC=NC1)NC1=C(C=C(C=C1)OC)N(S(=O)(=O)C)C 5-bromo-4-[4-methoxy-2-[methyl(methylsulfonyl)amino]anilino]pyrimidine